C1(CCCCC1)CCOC1=CC=C(C=N1)C1(CCOCC1)C(=O)N[C@@H](C)C1=CC=C(C(=O)O)C=C1 4-[(1S)-1-[[4-[6-(2-Cyclohexylethoxy)-3-pyridyl]tetrahydropyran-4-carbonyl]amino]ethyl]benzoic acid